(2,2'-dimethyl-[1,1'-biphenyl]-3,3'-diyl)bis(5-(1-(methylamino)ethyl)pyrazine-2-carboxamide) CC1=C(C=CC=C1C=1C(=NC=C(N1)C(C)NC)C(=O)N)C1=C(C(=CC=C1)C=1C(=NC=C(N1)C(C)NC)C(=O)N)C